N1(C=NC2=C1C=CC=C2)C2=CC=C(C=C2)NC(=O)NC2=NNC(=C2)C2=CC=CC=C2 1-(4-benzoimidazol-1-yl-phenyl)-3-(5-phenyl-1H-pyrazol-3-yl)-urea